dicalcium orthophosphate, dihydrate O.O.P(=O)([O-])([O-])[O-].[Ca+2].[Ca+2]